ClC=1N=CC2=C(N1)N(C(=C2F)C2CC2)C2=CC=CC(=N2)N=S(=O)(C)C (6-(2-Chloro-5-fluoro-6-cyclopropyl-7H-pyrrolo[2,3-d]pyrimidin-7-yl)pyridin-ylimino)dimethyl-λ6-sulfanone